ClC=1C(=NC=C(C1)C1=CC(=CC=C1)CC)C(=O)NCCOCCNCC(=O)N1CCN(CC1)C(C1=C(C=CC(=C1)CC1=NNC(C2=CC=CC=C12)=O)F)=O 3-chloro-5-(3-ethylphenyl)-N-[2-[2-[[2-[4-[2-fluoro-5-[(4-oxo-3H-phthalazin-1-yl)methyl]benzoyl]piperazin-1-yl]-2-oxo-ethyl]amino]ethoxy]ethyl]pyridine-2-carboxamide